NCCCC(=O)NCCOCCOCCOCCOCC#C 4-amino-N-(3,6,9,12-tetraoxapentadec-14-yn-1-yl)butanamide